2,5-dimethylpyrazol-3-ylboronic acid CN1N=C(C=C1B(O)O)C